ClC1=CC=C(C=C1)C=1N=C(SC1)NC(=O)N1CCC(CC1)N1CC(C1)(N1N=CC(=C1)C=1C2=C(N=CN1)NC=C2)CC#N N-[4-(4-chlorophenyl)-1,3-thiazol-2-yl]-4-{3-(cyanomethyl)-3-[4-(7H-pyrrolo[2,3-d]pyrimidin-4-yl)-1H-pyrazol-1-yl]azetidin-1-yl}piperidine-1-carboxamide